4,5-dimethyl-3-(1-pyrrolidinyl)-2[5H]-furanone CC1=C(C(OC1C)=O)N1CCCC1